NC1=NC=2C=CC(=CC2C2=C1[C@@H](OC2)C)C(=O)N(CC2=NC=C(C=C2)C(F)(F)F)[C@H]2[C@@H](COCC2)C (3S)-4-amino-3-methyl-N-((3S,4r)-3-methyltetrahydro-2H-pyran-4-yl)-N-((5-(trifluoromethyl)-2-pyridinyl)methyl)-1,3-dihydrofuro[3,4-c]quinoline-8-carboxamide